4-(2-(6-Amino-3-azabicyclo[3.1.0]hexane-3-yl)-6-(2-fluoro-6-(trifluoromethyl)phenyl)quinazolin-4-yl)-2-fluorobenzonitrile NC1C2CN(CC12)C1=NC2=CC=C(C=C2C(=N1)C1=CC(=C(C#N)C=C1)F)C1=C(C=CC=C1C(F)(F)F)F